tert-butyl 7-[5-(2-chloropyrimidin-4-yl)-4-(2-fluoro-3-{[(prop-2-en-1-yloxy)carbonyl]amino}phenyl)-1,3-thiazol-2-yl]-2-azaspiro[3.5]nonane-2-carboxylate ClC1=NC=CC(=N1)C1=C(N=C(S1)C1CCC2(CN(C2)C(=O)OC(C)(C)C)CC1)C1=C(C(=CC=C1)NC(=O)OCC=C)F